N1=CC=CC=2NCC3N(C21)CCNC3 6,6a,7,8,9,10-hexahydro-5H-pyrazino[1,2-a]pyrido[3,2-e]pyrazine